FC1=C(CN2[C@@H](CCC2=O)CC(=O)N[C@H](C(=O)NOC2OCCCC2)C(C)C)C=CC=C1F (2S)-2-(2-((S)-1-(2,3-Difluorobenzyl)-5-oxopyrrolidin-2-yl)acetamido)-3-methyl-N-((tetrahydro-2H-pyran-2-yl)oxy)butanamide